FC(C1=C(CO)C(=C(C(=C1)C(F)(F)F)C(F)(F)F)C(F)(F)F)(F)F 2,4,5,6-tetrakis(trifluoromethyl)benzyl alcohol